[4-(6-Amino-pyridazin-3-yl)-piperidin-1-yl]-[5-(3-fluoro-4-methyl-phenyl)-4-methoxy-pyridin-2-yl]-methanone NC1=CC=C(N=N1)C1CCN(CC1)C(=O)C1=NC=C(C(=C1)OC)C1=CC(=C(C=C1)C)F